FC=1C(=NC(=NC1)NC1=C(C(=CC=C1)S(=O)(=O)C)F)C1=CNC2=C(C=CC=C12)NC([C@@H](CC)N1CCN(CC1)C)=O (R)-N-(3-(5-fluoro-2-((2-fluoro-3-(methylsulfonyl)phenyl)amino)pyrimidin-4-yl)-1H-indol-7-yl)-2-(4-methylpiperazin-1-yl)butanamide